N-((S)-(7-((R*)-Cyclopropyl(4,4,4-trifluorobutanamido)methyl)imidazo[1,2-a]pyrimidin-2-yl)(4,4-difluorocyclohexyl)methyl)-2-(3,3,3-trifluoropropyl)-2H-1,2,3-triazole-4-carboxamide C1(CC1)[C@H](C1=NC=2N(C=C1)C=C(N2)[C@@H](NC(=O)C2=NN(N=C2)CCC(F)(F)F)C2CCC(CC2)(F)F)NC(CCC(F)(F)F)=O |o1:3|